1-(tert-butyl)-4-(5-chloro-2-methoxypyridin-3-yl)-1,4-diazepane C(C)(C)(C)N1CCN(CCC1)C=1C(=NC=C(C1)Cl)OC